(((5-(difluoromethoxy)-1-methyl-3-(trifluoromethyl)-1H-pyrazol-4-yl)methyl)thio)-1,3-dimethyl-4,5-dihydro-1H-imidazol-3-ium FC(OC1=C(C(=NN1C)C(F)(F)F)CSC=1N(CC[N+]1C)C)F